7-chloro-4-(dimethylamino)-8-methyl-1-phenyl-quinazolin-2(1H)-one ClC1=CC=C2C(=NC(N(C2=C1C)C1=CC=CC=C1)=O)N(C)C